2-(3-(2-((R)-1-hydroxyethyl)-6-(benzenesulfonyl)imidazo[4,5-d]pyrrolo[2,3-b]pyridine-1(6H)-yl)pyrrolidin-1-yl)acetonitrile O[C@H](C)C1=NC=2C(=C3C(=NC2)N(C=C3)S(=O)(=O)C3=CC=CC=C3)N1C1CN(CC1)CC#N